COC1=C(CN2C=NC3=C(C2=O)SC2=C3C(=C3C(=N2)CC(OC3)(C)C)COC3=CC=CC=C3)C=CC(=C1)OC 3-(2,4-Dimethoxybenzyl)-8,8-dimethyl-11-(phenoxymethyl)-7,10-dihydro-8H-pyrano[3'',4'':5',6']pyrido[3',2':4,5]thieno[3,2-d]pyrimidin-4(3H)-one